ClC=1C(=NC=CC1C1=NC(=C(C=C1)CNCC1CCC(N1)=O)OC)C1=C(C(=CC=C1)NC1=NC=CC(=C1F)CNCC(C)O)C 5-((((3'-chloro-2'-(3-((3-fluoro-4-(((2-hydroxypropyl)amino)methyl)pyridin-2-yl)amino)-2-methylphenyl)-6-methoxy-[2,4'-bipyridin]-5-yl)methyl)amino)methyl)pyrrolidin-2-one